2,3-difluoro-5-nitro-pyridine FC1=NC=C(C=C1F)[N+](=O)[O-]